ONC(CCCCCCN1N=NC(=C1)C1=CC2=CC=C(C=C2C=C1)O[C@H]1O[C@@H]([C@H]([C@@H]([C@H]1O)O)O)CO)=O N-hydroxy-7-(4-(6-(((2R,3R,4S,5S,6R)-3,4,5-trihydroxy-6-(hydroxymethyl)-tetrahydro-2H-pyran-2-yl)oxy)naphthalen-2-yl)-1H-1,2,3-triazol-1-yl)heptanamide